FC1=CC=C(C=C1)[C@@H]1NC[C@H](CC1)C (2R,5S)-2-(4-fluorophenyl)-5-methylpiperidine